6-[(2-aminopyrimidin-5-yl)methyl]-2-azaspiro[3.3]heptane-2-carboxylic acid tert-butyl ester C(C)(C)(C)OC(=O)N1CC2(C1)CC(C2)CC=2C=NC(=NC2)N